CN1N=C(C(=C1C)C1=NN2C(C=CC=C2)=C1)C (1,3,5-trimethyl-1H-pyrazol-4-yl)pyrazolo[1,5-a]pyridine